4-isopropenyl-3-methyl-6H-imidazo[4,5-d]pyridazin-7-one C(=C)(C)C=1C2=C(C(NN1)=O)N=CN2C